C1(=CC=CC=C1)N(C1=C(C=C(C(=C1)C=C(C#N)C1=CC=C(C=C1)N(CCCC)CCCC)N(C1=CC=CC=C1)C1=CC=CC=C1)C=C(C#N)C1=CC=C(C=C1)N(CCCC)CCCC)C1=CC=CC=C1 3,3'-(2,5-bis(diphenylamino)-1,4-phenylene)bis(2-(4-(dibutylamino)phenyl)acrylonitrile)